ClC1=C(C=C(C=C1)Cl)C1=CC2=C(O[C@H](CN2S(=O)(=O)C2=CC(=CC=C2)C(F)(F)F)CCC(=O)O)C=C1 (S)-3-(6-(2,5-dichlorophenyl)-4-((3-(trifluoromethyl)phenyl)-sulfonyl)-3,4-dihydro-2H-benzo[b][1,4]oxazin-2-yl)propanoic acid